C(C)N1C[C@@H](CCC1)NC=1OC=2C(=NC(=CC2)C2=C(C=C(C=C2C)C)O)N1 2-(2-[[(3R)-1-Ethyl-3-piperidyl]amino]oxazolo[4,5-b]pyridin-5-yl)-3,5-dimethyl-phenol